2-methyl-6-(1-methyl-6-oxo-1,6-dihydropyridin-3-yl)-3,7,8,9-tetrahydro-4H-cyclopenta[h]quinazolin-4-one CC1=NC2=C3C(=C(C=C2C(N1)=O)C1=CN(C(C=C1)=O)C)CCC3